(2S,4R)-1-[2-(carbamoylamino)acetyl]-4-fluoro-N-[(S)-phenyl[5-(propan-2-yl)pyridin-2-yl]methyl]pyrrolidine-2-carboxamide C(N)(=O)NCC(=O)N1[C@@H](C[C@H](C1)F)C(=O)N[C@H](C1=NC=C(C=C1)C(C)C)C1=CC=CC=C1